COC=1C=C(C=CC1)NS(=O)(=O)N1CCSCC1 N-(3-methoxyphenyl)thiomorpholine-4-sulfonamide